CN(C)CC1(CCN(CC1)CC1=CC=C(C=C1)NC(C)=O)CCC1=CC=CC=C1 N-(4-((4-((dimethylamino)methyl)-4-phenethylpiperidin-1-yl)methyl)phenyl)acetamide